CC1N2C=3C(=CC(=CC3C(=NCC2=NC1)C1=C(C=CC=C1)F)Cl)F Methyl-12-chloro-14-fluoro-9-(2-fluorophenyl)-2,5,8-triazatricyclo[8.4.0.02,6]tetradeca-1(10),5,8,11,13-pentaene